2-(2-bromo-5-ethyl-7-oxo-6-(piperazin-1-yl)-[1,2,4]triazolo[1,5-a]pyrimidin-4(7H)-yl)-N-(4-(trifluoromethyl)phenyl)acetamide BrC1=NN2C(N(C(=C(C2=O)N2CCNCC2)CC)CC(=O)NC2=CC=C(C=C2)C(F)(F)F)=N1